C(C1=CC=CC=C1)OC(=O)C=1C(=NOC1C1CC1)C1=C(N(C=2N=CN=C(C21)Cl)C2(CC2)C)CBr 3-(6-(bromomethyl)-4-chloro-7-(1-methylcyclopropyl)-7H-pyrrolo[2,3-d]pyrimidin-5-yl)-5-cyclopropylisoxazole-4-carboxylic acid benzyl ester